CP(CCP(C)C)C 1,2-bis-(dimethylphosphino)ethane